CC1S(CCC1)(=O)=O Tetrahydro-2-methylthiophene-1,1-dioxide